CC1=CC[C@@H](CC1=O)C(=C)C (+)-carvone